9-amino-7-methoxy-3,4-dihydro-acridin-1(2H)-one NC=1C2=CC(=CC=C2N=C2CCCC(C12)=O)OC